ClC1=C(C(=CC=C1)C)NC(=O)C1=CN=C(S1)NC1=NC(=NC(=C1)N1CCN(CC1)CCO)NC1CCC(CC1)O N-(2-chloro-6-methylphenyl)-2-((2-(((1R,4R)-4-hydroxycyclohexyl)amino)-6-(4-(2-hydroxyethyl)piperazine-1-yl)pyrimidin-4-yl)amino)thiazole-5-carboxamide